BrC1=CC(=C(C=C1)NC(OC(C)(C)C)=O)OCCCC1OCCO1 tert-butyl N-[4-bromo-2-[3-(1,3-dioxolan-2-yl)propoxy]phenyl]carbamate